C12(CC(C1)C2)NC(O[C@@H]2[C@@H](C[C@@H](C2)C2=NN(C(=C2)NC(=O)OCC2=CC=CC=C2)C(C)(C)C)OC)=O |r| rac-(1S,2R,4S)-4-(5-(((benzyloxy)carbonyl)amino)-1-(tert-butyl)-1H-pyrazol-3-yl)-2-methoxycyclopentyl bicyclo[1.1.1]pentan-1-ylcarbamate